(2R)-2-(6-{5-Chloro-2-[(1-methyl-1H-1,2,3-triazol-4-yl)amino]pyrimidin-4-yl}-1-oxo-2,3-dihydro-1H-isoindol-2-yl)-N-[(1S)-1-(3-ethoxy-5-fluorophenyl)-2-hydroxyethyl]propanamid ClC=1C(=NC(=NC1)NC=1N=NN(C1)C)C1=CC=C2CN(C(C2=C1)=O)[C@@H](C(=O)N[C@H](CO)C1=CC(=CC(=C1)F)OCC)C